1,7,7-Trimethylbicyclo[2.2.1]heptan-2-one CC12C(CC(CC1)C2(C)C)=O